1-(4-(3-(2,2-difluoroethyl)-2-(3,4-dimethoxyphenyl)-1H-indol-5-yl)piperidin-1-yl)-2-(dimethylamino)ethanone FC(CC1=C(NC2=CC=C(C=C12)C1CCN(CC1)C(CN(C)C)=O)C1=CC(=C(C=C1)OC)OC)F